ClC1=C2C=C(C(NC2=CC=C1)=O)OC(=O)C=1NC=C(C1)CCC1=CC=C(C=C1)Cl 4-(4-chlorophenyl-ethyl)-1H-pyrrole-2-carboxylic acid 5-chloro-2-oxo-1,2-dihydroquinolin-3-yl ester